3-Benzylbenzoic acid-(docosahexenoylaminoethyl) ester C(C=CC=CC=CC=CC=CC=CCCCCCCCCC)(=O)NCCOC(C1=CC(=CC=C1)CC1=CC=CC=C1)=O